3,3-difluorocyclopropene FC1(C=C1)F